2,6-dinitroanilinium [N+](=O)([O-])C1=C([NH3+])C(=CC=C1)[N+](=O)[O-]